C(CCCCCCC(=O)OCC#CCCCCCC)(=O)OCC(COC(CCC(OCCCC\C=C/CC)OCCCC\C=C/CC)=O)COC(=O)OCC1CN(CCC1)CC 1-(3-((4,4-bis(((Z)-oct-5-en-1-yl)oxy)butanoyl)oxy)-2-(((((1-ethylpiperidin-3-yl)methoxy)carbonyl)oxy)methyl)propyl) 8-(non-2-yn-1-yl) octanedioate